N1=CNC2=NC=CC(=C21)C=2C=NN(C2)C2=CC=C(C=N2)C(C(=O)N)C 2-(6-(4-(3H-imidazo[4,5-b]pyridin-7-yl)-1H-pyrazol-1-yl)pyridin-3-yl)propionamide